FC1=C(C(=CC=C1F)F)C1=NC=2C=NNC2C=2C=NN3CCCN1C23 8-(2,3,6-trifluorophenyl)-3,4,7,9,13,14-hexazatetracyclo[7.6.1.02,6.013,16]hexadeca-1(16),2(6),4,7,14-pentaene